ClC=1C(=C(C=NC1)NCC=1C(=C2N=CC=NC2=CC1)F)N1CCNCC1 5-Chloro-N-((5-fluoroquinoxalin-6-yl)methyl)-4-(piperazin-1-yl)pyridin-3-amine